1-(3-methoxy-4-trifluoromethyl-1H-pyrazol-yl)azonane COC1=NN(C=C1C(F)(F)F)N1CCCCCCCC1